CN(C(C(=O)N)C)C1=CC=C2C(=CC(OC2=C1)=O)C1=C(C=CC=C1)C 2-(methyl(2-oxo-4-(o-tolyl)-2H-chromen-7-yl)amino)propanamide